FC1=C(OC2=C1C=CC=C2)C(=O)N fluoro-1-benzofuran-2-carboxamide